3-HYDROXY-4-METHYL-BENZALDEHYDE OC=1C=C(C=O)C=CC1C